C1CC(CCC1C(=O)O)N (1R,4R)-4-aminocyclohexane-1-carboxylic acid